3-amino-N-[(3R)-7-[(3R,4R)-3-amino-4-(fluoromethyl)pyrrolidin-1-yl]-3,4-dihydro-2H-1-benzopyran-3-yl]-6-methylthieno[2,3-b]pyridine-2-carboxamide NC1=C(SC2=NC(=CC=C21)C)C(=O)N[C@H]2COC1=C(C2)C=CC(=C1)N1C[C@@H]([C@@H](C1)CF)N